5-([1,1':3',1''-terphenyl]-3-yl)naphtho[2,1-b]triphenyleno-[2,3-d]furan C1(=CC(=CC=C1)C1=CC=CC=2C3=CC4=C(C5=C(O4)C=CC4=CC=CC=C45)C=C3C=3C=CC=CC3C12)C1=CC(=CC=C1)C1=CC=CC=C1